O1C=CC=2C(=NC=CC21)C2=CC=C(C(=O)N[C@H]1C[C@@H](CC1)C(C)(C)O)C=C2 4-(furo[3,2-c]pyridin-4-yl)-N-[(1R,3R)-3-(2-hydroxypropan-2-yl)cyclopentyl]benzamide